tert-butyl (4-(2-amino-6-methyl-4-oxo-1,4-dihydropyrimidin-5-yl)butyl)carbamate NC=1NC(=C(C(N1)=O)CCCCNC(OC(C)(C)C)=O)C